C(C)(C)(C)OC(=O)N1CCN(CC1)C1=C(C(=CC=C1)NCC=1OC=CC1)[N+](=O)[O-].FC(C1=CC=C(C=C1)CC(=O)NC1=CC(=C(C=C1)C=1C=NC=C(C1)F)S(N)(=O)=O)F 2-[4-(difluoromethyl)phenyl]-N-[4-(5-fluoropyridin-3-yl)-3-sulfamoylphenyl]acetamide Tert-Butyl-4-(3-(Furan-2-Ylmethylamino)-2-Nitrophenyl)Piperazine-1-Carboxylate